FC(COC1=CC(=C(C=C1)[C@H]1CC(N1C1=CC2=C(NC=N2)C=C1)=O)F)(C)F (R)-4-(4-(2,2-difluoropropoxy)-2-fluorophenyl)-1-(1H-benzo[d]imidazol-5-yl)azetidin-2-one